racemic-methyl (3R,4S)-1-(4-fluorobenzoyl)-4-[3-(4,4,5,5-tetramethyl-1,3,2-dioxaborolan-2-yl)propyl]-3-[(trifluoroacetyl)amino]pyrrolidine-3-carboxylate FC1=CC=C(C(=O)N2C[C@]([C@H](C2)CCCB2OC(C(O2)(C)C)(C)C)(C(=O)OC)NC(C(F)(F)F)=O)C=C1 |r|